O=C1C(C2=CC=C(C=3C(=CC=C1C23)C#N)C#N)=O 1,2-dioxo-acenaphthylene-5,6-dinitrile